(2R,3R,4S,5R)-3,5-bis(benzyloxy)-2-((benzyloxy)methyl)-7-(2,2-difluoroethyl)-4-(4-(3,4,5-trifluorophenyl)-1H-1,2,3-triazol-1-yl)-1-oxa-7-azaspiro[5.5]undecan-8-one C(C1=CC=CC=C1)O[C@H]1[C@H](OC2([C@@H]([C@H]1N1N=NC(=C1)C1=CC(=C(C(=C1)F)F)F)OCC1=CC=CC=C1)N(C(CCC2)=O)CC(F)F)COCC2=CC=CC=C2